5-Methyl-N4-(3-methylsulfonamidophenyl)-N2-[4-(4-methylpiperazin-1-yl)phenyl]pyrimidine-2,4-diamine CC=1C(=NC(=NC1)NC1=CC=C(C=C1)N1CCN(CC1)C)NC1=CC(=CC=C1)NS(=O)(=O)C